C(C)N=C(N(C1=CC=CC=C1)CC)[Li] diethyl-phenylamidino-lithium